ethyl 2-(5-(2-(dimethylamino)ethyl)-3-fluoro-4-methyl-2-oxopyridin-1(2H)-yl)-4-methylpentanoate CN(CCC=1C(=C(C(N(C1)C(C(=O)OCC)CC(C)C)=O)F)C)C